N\C(=C/C(=O)C1=CC=C(C=C1)Cl)\C1=CC=CC=C1 (2Z)-3-amino-1-(4-chlorophenyl)-3-phenylprop-2-en-1-one